CC1(OC[C@H](O1)C(=O)OC)C methyl (S)-2,2-dimethyl-1,3-dioxolane-4-carboxylate